C1(CC1)CN1C(N(CC2=C1C=C(N=C2)C=2C(=NN(C2)C)C)C2=C(C(=CC(=C2F)OC)OC)F)=O 1-(cyclopropylmethyl)-3-(2,6-difluoro-3,5-dimethoxyphenyl)-7-(1,3-dimethyl-1H-pyrazol-4-yl)-3,4-dihydropyrido[4,3-d]pyrimidin-2(1H)-one